N-((S)-1-((1S,9S)-9-ethyl-5-fluoro-9-hydroxy-4-methyl-10,13-dioxo-2,3,9,10,13,15-hexahydro-1H,12H-benzo[de]pyrano[3',4':6,7]indolizino[1,2-b]quinolin-1-yl)-3-hydroxypropyl)acetamide C(C)[C@]1(C(OCC=2C(N3CC=4C(=NC=5C=C(C(=C6C5C4[C@H](CC6)[C@H](CCO)NC(C)=O)C)F)C3=CC21)=O)=O)O